O1C(OCC1)C[C@@]1(CN(CC(=C1)C1=CC=C(C=C1)F)S(=O)(=O)C1=CC=C(C)C=C1)C (S)-3-((1,3-dioxolan-2-yl)methyl)-5-(4-fluorophenyl)-3-methyl-1-tosyl-1,2,3,6-tetrahydropyridine